C(C)(C)OC1=CC=C(C=C1)C1=CC(=CC(=N1)C(=O)OC1CCC1)OC Cyclobutyl 6-(4-isopropoxyphenyl)-4-methoxypicolinate